C(C)(=O)C=1C(N(N=CC1O)CC1=CC=C(C=C1)OC)=O 4-acetyl-5-hydroxy-2-(4-methoxybenzyl)pyridazin-3(2H)-one